1-[1-[Rac-(5S,7S)-7-fluoro-5-phenyl-6,7-dihydro-5H-pyrrolo[1,2-b][1,2,4]triazol-2-yl]pyrazol-4-yl]ethanone methyl-2-(4-(4,4,5,5-tetramethyl-1,3,2-dioxaborolan-2-yl)phenyl)acetate COC(CC1=CC=C(C=C1)B1OC(C(O1)(C)C)(C)C)=O.F[C@H]1C[C@H](N2N=C(N=C21)N2N=CC(=C2)C(C)=O)C2=CC=CC=C2 |r|